C(C)(=O)N1CCC(CC1)(C#N)C1=CC2=C(N=CN=C2N[C@H](C)C2=C(C(=CC=C2)C(F)F)F)N(C1=O)C 1-acetyl-4-(4-{[(1R)-1-[3-(difluoromethyl)-2-fluorophenyl]-ethyl]amino}-8-methyl-7-oxo-7H,8H-pyrido[2,3-d]pyrimidin-6-yl)piperidine-4-carbonitrile